hexadecan-7-ol CCCCCCC(CCCCCCCCC)O